Cl.C(C)(=O)O[C@H]1[C@H](NC[C@@H]1O)CC1=CC=C(OCC(=O)NCCC[C@@H](C(=O)O)N)C=C1 (S)-5-(2-(4-(((2R,3S,4S)-3-Acetoxy-4-hydroxypyrrolidin-2-yl)methyl)phenoxy)acetamido)-2-aminopentanoic acid hydrochloride